C(C)(C)(C)C1=CC=C(C=C1)C(CS(=O)(=O)C1=CC=CC=C1)O 1-(4-(tert-butyl)phenyl)-2-(benzenesulfonyl)ethan-1-ol